ferric chloride sulfide lithium [Li+].[Fe-2](Cl)(Cl)(Cl)=S.[Li+]